ClC1=C(C=CC=C1C1=NC=NC(=C1Cl)C1=CC(=C(C=C1)CNC1CC(C1)O)OC)C1=CC=C(C(=N1)OC)CNC1CC(C1)O (1r,3s)-3-(((6-(2-chloro-3-(5-chloro-6-(4-((((1r,3s)-3-hydroxycyclobutyl)amino)methyl)-3-methoxyphenyl)pyrimidin-4-yl)phenyl)-2-methoxypyridin-3-yl)methyl)amino)cyclobutan-1-ol